ClC1=C(C(=C(C=C1)[N+](=O)[O-])Cl)C 1,3-dichloro-2-methyl-4-nitrobenzene